C(=O)O.CN1C[C@@H](CCC1)NC=1C2=C(C(=NN1)C1=C(C=C(C=C1)C(F)(F)F)O)CCC2 2-(4-{[(3R)-1-methylpiperidin-3-yl]amino}-6,7-dihydro-5H-cyclopenta[d]pyridazin-1-yl)-5-(trifluoromethyl)phenol formate salt